Cl.CC1=NC2=C(C=3CCC(CC13)(C)C)CNC2 5,7,7-Trimethyl-2,3,6,7,8,9-hexahydro-1H-pyrrolo[3,4-c]isoquinoline hydrochloride